5,7-diiodo-1,3-dihydroisobenzofuran-4-amine IC1=C(C=2COCC2C(=C1)I)N